FC(C=1C=C(C=C(C1)C(F)(F)F)NC(=O)[C@@H]1NC[C@H](CC1)NC(COC1=CC(=C(C=C1)Cl)F)=O)(F)F (2R,5S)-N-[3,5-bis(trifluoromethyl)phenyl]-5-[2-(4-chloro-3-fluorophenoxy)acetamido]piperidine-2-carboxamide